C(C)(C)(C)OC(=O)NCC=1C=CC(=C(C(=O)O)C1)N(S(=O)(=O)C)C 5-(((tert-butoxycarbonyl)amino)methyl)-2-(N-methylmethyl-sulfonamido)benzoic acid